3-chloro-7-fluoro-8-methyl-quinoline-5-carbonitrile ClC=1C=NC=2C(=C(C=C(C2C1)C#N)F)C